C(C)(C)(C)OC(=O)N1C[C@@H]2[C@H](C1)CC(C2)=O cis-5-oxohexahydrocyclopenta[c]pyrrole-2(1H)-carboxylic acid tert-butyl ester